4-[4-methoxyl-styryl]-1-methylpyridine iodine salt [I].O(C)C1=CC=C(C=CC2=CCN(C=C2)C)C=C1